4-[4-[4-[[3-[4-(difluoromethoxy)phenyl]imidazo[1,2-a]pyrazin-8-yl]amino]-2-methylbenzoyl]piperazine-1-carbonyl]cyclohexane-1-carboxylic acid FC(OC1=CC=C(C=C1)C1=CN=C2N1C=CN=C2NC2=CC(=C(C(=O)N1CCN(CC1)C(=O)C1CCC(CC1)C(=O)O)C=C2)C)F